C(C)(=O)N1CCN(CC1)CCCC(C(=O)O)(CCCCB(O)O)N 2-(3-(4-acetylpiperazin-1-yl)propyl)-2-amino-6-boronohexanoic acid